FC=1C=C(C=CC1)C=1C=C2C=CN=C(C2=CN1)NCC=1C=CC(=NC1)C1=CC(=NC=C1)C 6-(3-fluorophenyl)-N-((2'-methyl-2,4'-bipyridin-5-yl)methyl)-2,7-naphthyridin-1-amine